C(C)(C)(C)OC(=O)N1C[C@H](C[C@H](C1)OCCOS(=O)(=O)C1=CC=C(C)C=C1)C (3S,5R)-3-methyl-5-[2-(p-toluenesulfonyloxy)ethoxy]piperidine-1-carboxylic acid tert-butyl ester